lithium methylsulfonyl-triflimide CS(=O)(=O)N(S(=O)(=O)C(F)(F)F)S(=O)(=O)C(F)(F)F.[Li]